(Z)-N-(3,5-Difluoro-3'-(methoxy-d3)-[1,1'-biphenyl]-4-yl)-2-(N-hydroxycarbamimidoyl)cyclopent-1-ene-1-carboxamide FC=1C=C(C=C(C1NC(=O)C1=C(CCC1)/C(/NO)=N/[H])F)C1=CC(=CC=C1)OC([2H])([2H])[2H]